[2-13C]-fructose OC[13C](=O)[C@@H](O)[C@H](O)[C@H](O)CO